(2S,4S)-1-((9,9-difluoro-9H-fluorene-3-carbonyl)glycyl)-4-phenylpyrrolidine-2-carboxylic acid FC1(C2=CC=CC=C2C=2C=C(C=CC12)C(=O)NCC(=O)N1[C@@H](C[C@H](C1)C1=CC=CC=C1)C(=O)O)F